FC1=CC(=C(C=C1)O)[C@@H]1N(C[C@H](C1)F)C=1C=CC=2N(N1)C(=CN2)C=2N=NN(C2)C[C@@H](C)O 4-fluoro-2-((2R,4S)-4-fluoro-1-(3-(1-((R)-2-hydroxypropyl)-1H-1,2,3-triazol-4-yl)imidazo[1,2-b]pyridazin-6-yl)pyrrolidin-2-yl)phenol